N-((7-(5-(difluoromethyl)-1,3,4-oxadiazol-2-yl)imidazo[1,2-a]pyridin-2-yl)methyl)-N-(3-fluorophenyl)-1-methylpiperidine-4-sulfonamide FC(C1=NN=C(O1)C1=CC=2N(C=C1)C=C(N2)CN(S(=O)(=O)C2CCN(CC2)C)C2=CC(=CC=C2)F)F